7-(2-((7-cyclopropyl-2-ethyl-1,2,3,4-tetrahydroisoquinolin-6-yl)amino)-5-(trifluoromethyl)pyrimidin-4-yl)-4-ethyl-3,4-dihydrothieno[2,3-f][1,4]thiazepin-5(2H)-one 1,1-dioxide C1(CC1)C1=C(C=C2CCN(CC2=C1)CC)NC1=NC=C(C(=N1)C1=CC2=C(C(N(CCS2(=O)=O)CC)=O)S1)C(F)(F)F